ClC=1C(=CC(=C(C1)C1(OCCO1)C)OCC)F (5-chloro-2-ethoxy-4-fluorophenyl)-2-methyl-1,3-dioxolane